OC1=C(N=C(C2=CC(=CC=C12)OC1=CC=CC=C1)C)C(=O)NCC(=O)O N-(4-hydroxy-1-methyl-7-phenoxyisoquinoline-3-carbonyl)glycine